(S,E)-3-(6-Fluoro-7-(2-(hydroxymethyl)-4-(methoxyimino)pyrrolidine-1-carbonyl)benzo[d][1,3]dioxol-4-yl)-2-methylbenzonitrile FC=1C=C(C2=C(OCO2)C1C(=O)N1[C@@H](C\C(\C1)=N/OC)CO)C=1C(=C(C#N)C=CC1)C